NC1=C2N=C(N(C2=NC=N1)CCC(=O)NC1CC1)SC1=CC2=C(OCO2)C=C1N(C)C 3-(6-amino-8-((6-(dimethylamino)benzo[d][1,3]dioxol-5-yl)thio)-9H-purin-9-yl)-N-cyclopropylpropanamide